C1(CC1)CCNC=1N=CC2=C(N(C(C=3C=C(C=CC23)CN2CCN(CC2)C(C)C)=O)C2CCC(CC2)(C)O)N1 trans-3-((2-Cyclopropylethyl)amino)-5-(4-hydroxy-4-methylcyclohexyl)-8-((4-isopropylpiperazin-1-yl)methyl)pyrimido[4,5-c]isoquinolin-6(5H)-one